6-(7-(((3R)-3-(difluoromethoxy)-1-piperidinyl)carbonyl)-2-quinoxalinyl)-2-methyl-1(2H)-isoquinolinone FC(O[C@H]1CN(CCC1)C(=O)C1=CC=C2N=CC(=NC2=C1)C=1C=C2C=CN(C(C2=CC1)=O)C)F